bis(2,5-dioxopyrrolidin-1-yl) (6-{[(benzyloxy)carbonyl]amino}hexanoyl)-L-glutamate C(C1=CC=CC=C1)OC(=O)NCCCCCC(=O)N[C@@H](CCC(=O)ON1C(CCC1=O)=O)C(=O)ON1C(CCC1=O)=O